O[C@@](C(=O)[O-])(CC)C (2R)-2-hydroxy-2-methylbutyrate